FC1=C(C=CC=C1F)NCC1=CC=C(CC2=NOC(=C2)C=2C(=NC=CC2)N)C=C1 3-(3-(4-(((2,3-difluorophenyl)amino)methyl)benzyl)isoxazol-5-yl)pyridin-2-amine